(S)-ethylpiperidine-3-carboxylate C(C)OC(=O)[C@@H]1CNCCC1